NC=1C2=C(N=CN1)N(C=C2C2=CC(=C(C=C2)NC(=O)NC2=CC(=NO2)C(C)C)F)C2CC2 1-(4-(4-amino-7-cyclopropyl-7H-pyrrolo[2,3-d]pyrimidin-5-yl)-2-fluorophenyl)-3-(3-isopropylisoxazol-5-yl)urea